OC1=C(C=O)C=C(C=C1OC)\C=C\C1=CC=C(C=C1)N1C(N(C(C1=O)(C)C)C)=O (E)-2-hydroxy-3-methoxy-5-(4-(3,4,4-trimethyl-2,5-dioxoimidazolidin-1-yl)styryl)benzaldehyde